ClC1=NC=CC(=N1)N1CCN(C2(CC2)C1)C(=O)OC(C)(C)C tert-butyl 7-(2-chloropyrimidin-4-yl)-4,7-diazaspiro[2.5]octane-4-carboxylate